10-chloro-5-(2,2-difluorovinyl)-5-methylindolo[2,1-a]isoquinolin-6(5H)-one ClC1=CC=2C=C3N(C(C(C=4C=CC=CC34)(C)C=C(F)F)=O)C2C=C1